4-(n-butyl)Aniline C(CCC)C1=CC=C(N)C=C1